C1=C(C=C(C2=CC=CC=C12)C(=O)O)C(=O)O 2,4-naphthalenedicarboxylic acid